CCCCCCCCCCCCCCC(=O)OC[C@H](COP(=O)([O-])OCC[N+](C)(C)C)OC(=O)CCC/C=C\\C/C=C\\C/C=C\\C/C=C\\CCCCC The molecule is a 1,2-diacyl-sn-glycero-3-phosphocholine in which the acyl groups at positions 1 and 2 are pentadecanoyl and (5Z,8Z,11Z,14Z)-eicosatetraenoyl respectively. It has a role as a human metabolite. It derives from an arachidonic acid and a pentadecanoic acid.